1-(7-fluoro-5-methoxy-1H-indol-1-yl)-N,N,2-trimethylpropan-2-amine FC=1C=C(C=C2C=CN(C12)CC(C)(N(C)C)C)OC